CC(CCC=C)C=C(C)C 5,7-dimethylocta-1,6-diene